(1R,4R,5R)-5-(4-bromophenyl)-2-azabicyclo[2.2.1]Heptane BrC1=CC=C(C=C1)[C@H]1[C@@H]2CN[C@H](C1)C2